C(#N)C1=CC=C(C=C1)CCC(=O)NC12CC3(CC(CC(C1)C3)C2)NCC(=O)N2CC3=CC=CC=C3C2 3-(4-cyanophenyl)-N-(3-((2-(isoindolin-2-yl)-2-oxoethyl)amino)adamantan-1-yl)propanamide